NC1=CC=C(C=C1)CCN1C(OC(C1=O)C)C=1C(=NN(C1)C1=CC=C(C=C1)Br)C1=CC=C(C=C1)F 3-(4-aminophenylethyl)-2-(1-(4-bromophenyl)-3-(4-fluorophenyl)-1H-pyrazol-4-yl)-5-methyl-oxazolidin-4-one